(R)-5-(2-(dimethylamino)ethoxy)-N-(1-(3-(1-ethyl-1H-pyrazol-3-yl)-5-(1-methyl-1H-pyrazol-4-yl)phenyl)ethyl)-2-(methyl-d3)benzamide CN(CCOC=1C=CC(=C(C(=O)N[C@H](C)C2=CC(=CC(=C2)C=2C=NN(C2)C)C2=NN(C=C2)CC)C1)C([2H])([2H])[2H])C